Racemic-tert-butyl N-[1-[1-(2,6-dioxo-3-piperidyl)indolin-4-yl]azetidin-3-yl]-N-methyl-carbamate O=C1NC(CC[C@H]1N1CCC2=C(C=CC=C12)N1CC(C1)N(C(OC(C)(C)C)=O)C)=O |r|